4-[8-amino-3-[(2S)-pyrrolidin-2-yl]imidazo[1,5-a]pyrazin-1-yl]-benzoic acid NC=1C=2N(C=CN1)C(=NC2C2=CC=C(C(=O)O)C=C2)[C@H]2NCCC2